N-((1-(5-(2-fluorophenyl)-6-phenylpyrazin-2-yl)piperidin-4-yl)methyl)pivaloamide FC1=C(C=CC=C1)C=1N=CC(=NC1C1=CC=CC=C1)N1CCC(CC1)CNC(C(C)(C)C)=O